5-methyl-2-(trimethylsilyl)-furo[3,2-b]Pyridine CC1=CC=C2C(=N1)C=C(O2)[Si](C)(C)C